C(C)(C)OC=1C=C2C(=NN(C2=CC1)C1OCCCC1)C1=NC=CC(=N1)C1=CN(C=C1)CCC(C)OC1OCCCC1 5-isopropoxy-1-tetrahydropyran-2-yl-3-[4-[1-(3-tetrahydropyran-2-yloxybutyl)pyrrol-3-yl]pyrimidine-2-yl]indazole